2-(2,8-diphenyl-3,7-dipropylbenzo[de]chromen-9-yl)-1,4,5,6-tetrahydropyrimidine C1(=CC=CC=C1)C=1OC2=C(C(=C(C=3C2=C(C1CCC)C=CC3)CCC)C3=CC=CC=C3)C=3NCCCN3